ClCC1=NN=C(O1)C1=CC=C(N=N1)N1CCOCC1 6-[5-(chloromethyl)-1,3,4-oxadiazol-2-yl]-3-(1,4-oxazinan-4-yl)-1,2-diazine